ClC1=CC=C(C=C1)C1(N(C(C2=CC(=CC(=C12)F)C(C)(C1CCNCC1)O)=O)CC1=NC=C(C=C1)Cl)O 3-(4-chlorophenyl)-2-((5-chloropyridin-2-yl)methyl)-4-fluoro-3-hydroxy-6-(1-hydroxy-1-(piperidin-4-yl)ethyl)isoindolin-1-one